5-(2-(4-((2-hydroxy-2-methylpropyl)amino)cyclohexyl)-6-isopropyl-4H-pyrrolo[3,2-d]thiazol-5-yl)-1,3,4-trimethylpyridin-2(1H)-one OC(CNC1CCC(CC1)C=1SC2=C(N1)C(=C(N2)C=2C(=C(C(N(C2)C)=O)C)C)C(C)C)(C)C